N1N=NN=C1N1C[C@H](CCC1)N (3S)-1-(1H-1,2,3,4-tetrazol-5-yl)piperidin-3-amine